Cl.CC1=C(C=CC=C1C)C(C)C=1N=CNC1 (+)-4-(S)-[1-(2,3-dimethylphenyl)ethyl]-1H-imidazole monohydrochloride